C1(=CC=CC=C1)P(=O)(C1=CC=CC=C1)CC[Si](OCC)(OCC)OCC diphenylphosphorylethyl-triethoxysilane